diphenyl-2-picryl-hydrazine benzyl-N-[(1S)-1-[(2S,5R,6R)-5-azido-6-[(1R,2R,3S,4R,6S)-4,6-diazido-2,3-dihydroxycyclohexoxy]tetrahydropyran-2-yl]ethyl]-N-benzyl-carbamate C(C1=CC=CC=C1)OC(N(CC1=CC=CC=C1)[C@@H](C)[C@H]1O[C@@H]([C@@H](CC1)N=[N+]=[N-])O[C@H]1[C@@H]([C@H]([C@@H](C[C@@H]1N=[N+]=[N-])N=[N+]=[N-])O)O)=O.C1(=CC=CC=C1)N(NC1=C([N+](=O)[O-])C=C([N+](=O)[O-])C=C1[N+](=O)[O-])C1=CC=CC=C1